S1C(=CC=C1)C[C@H](N)C(=O)O β-(2-thienyl)-L-alanine